NCC1=CC=C2C(=CNC(C2=C1)=O)C1=C(C=CC=C1)C 7-(aminomethyl)-4-(o-tolyl)isoquinolin-1(2H)-one